FC(CN1C(=NC=2C1=NC(=CC2)C=2C=CN1N=C(N=CC12)NC1CCN(CC1)CCO)C)F 2-(4-((5-(3-(2,2-difluoroethyl)-2-methyl-3H-imidazo[4,5-b]pyridin-5-yl)pyrrolo[2,1-f][1,2,4]triazin-2-yl)amino)piperidin-1-yl)ethan-1-ol